FC=1C=C2C(=C(NC2=C(C1)F)C1=CC(=CC=C1)C)C=O 5,7-DIFLUORO-2-(3-METHYLPHENYL)-1H-INDOLE-3-CARBOXALDEHYDE